C(C)(C)(C)OC(NCCS(N)(=O)=O)=O N-(2-sulfamoylethyl)carbamic acid tert-butyl ester